C(C)(C)(C)OC(=O)NCCC([C@H](C(=O)O)NC(=O)OC1=CC=CC=C1)(C)C (2R)-5-(tert-butoxycarbonylamino)-3,3-dimethyl-2-(phenoxycarbonylamino)pentanoic acid